N-{[4-methyl-2-(1-methyl-4-phenyl-1H-pyrazole-3-carbonyl)-2-azabicyclo[3.1.1]hept-3-yl]methyl}-5-(trifluoromethyl)pyridin-2-amine CC1C(N(C2CC1C2)C(=O)C2=NN(C=C2C2=CC=CC=C2)C)CNC2=NC=C(C=C2)C(F)(F)F